methyl 2-bromo-2-cyclopropylpropionate BrC(C(=O)OC)(C)C1CC1